C[Si](CCCCCCCC[Si](C1=CC=CC=C1)(N(CC)CC)N(CC)CC)(OC)OC 1-methyldimethoxysilyl-8-bis(diethylamino)phenylsilyloctane